Ethyl 3-(4-(cyclopentylamino)-2-((2-methoxy-4-(4-methylpiperazin-1-yl)phenyl)amino)pyrimidin-5-yl)acrylate C1(CCCC1)NC1=NC(=NC=C1C=CC(=O)OCC)NC1=C(C=C(C=C1)N1CCN(CC1)C)OC